1-(3,3-difluoro-cyclobutyl)-3-(3-trifluoromethyl-benzyl)-urea FC1(CC(C1)NC(=O)NCC1=CC(=CC=C1)C(F)(F)F)F